tert-Butyl 4-[6-(2,7-dimethylindazol-5-yl)-2-quinolyl]piperidine-1-carboxylate CN1N=C2C(=CC(=CC2=C1)C=1C=C2C=CC(=NC2=CC1)C1CCN(CC1)C(=O)OC(C)(C)C)C